C(C)[C@@H]1N(CC2=CC(=CC(=C2C1)F)C(=O)NO)C1CC2(C1)CCN(CC2)C (3S)-3-ethyl-5-fluoro-2-(7-methyl-7-azaspiro[3.5]nonan-2-yl)-3,4-dihydro-1H-isoquinoline-7-carbohydroxamic acid